7-((1s,4s)-4-(2-Fluoro-6-methylphenyl)cyclohexyl)-3-methyl-5-((3-(trifluoromethyl)pyridin-2-yl)methyl)pyrido[2,3-b]pyrazin-6(5H)-one FC1=C(C(=CC=C1)C)C1CCC(CC1)C1=CC=2C(=NC(=CN2)C)N(C1=O)CC1=NC=CC=C1C(F)(F)F